(S)-2-((1-aminopropan-2-yl)oxy)acetic acid NC[C@H](C)OCC(=O)O